tert-butyl 4-(4-bromo-3-chloro-phenyl)piperazine-1-carboxylate BrC1=C(C=C(C=C1)N1CCN(CC1)C(=O)OC(C)(C)C)Cl